3,3-diphenyl-pyrrolidin-2-one hydrochloride Cl.C1(=CC=CC=C1)C1(C(NCC1)=O)C1=CC=CC=C1